4-(difluoromethoxy)-3-[(pyrimidin-5-yl)ethynyl]benzoic acid methyl ester COC(C1=CC(=C(C=C1)OC(F)F)C#CC=1C=NC=NC1)=O